OCC1(CC1)CNCCCCCCCC(=O)OC(CCCCCCCC)CCCCCCCC heptadecan-9-yl 8-(((1-(hydroxymethyl)cyclopropyl)methyl)amino)octanoate